CN(/C=C/C(=O)C1N(CCCC1)C(=O)OC(C)(C)C)C tert-butyl (E)-2-(3-(dimethylamino)acryloyl)piperidine-1-carboxylate